(R)-2-methoxypropanic acid anhydride CO[C@@H](C(=O)OC([C@@H](C)OC)=O)C